Lithium Allyl Alcoholate C(C=C)[O-].[Li+]